(S)-1-(5-(4-phenyl-3,4-dihydro-1H-benzo[4,5]imidazo[2,1-c][1,4]oxazin-7-yl)pyrimidin-2-yl)piperidin-4-ol C1(=CC=CC=C1)[C@@H]1N2C(COC1)=NC1=C2C=C(C=C1)C=1C=NC(=NC1)N1CCC(CC1)O